C(C)(=O)C=1C(OC2=CC(=CC=C2C1)OCCOC(C(=C)C)=O)=O 3-acetyl-7-(2-methacryloxyethoxy)coumarin